C(#N)[C@H](CC1=CC=C(C=C1)C=1C=CC2=C(N(C(O2)=O)C)C1)NC(=O)[C@H]1OC[C@](CNC1)(OCC(C)C)C |o1:27| (2S,6S*)-N-[(1S)-1-cyano-2-[4-(3-methyl-2-oxo-2,3-dihydro-1,3-benzoxazol-5-yl)phenyl]ethyl]-6-methyl-6-(2-methylpropoxy)-1,4-oxazepane-2-carboxamide